FC(OC1=CC=C(C=C1)N1C(C=2C(C=3C=CC(=NC13)C(F)(F)F)=CN(N2)C)=O)F 5-(4-(difluoromethoxy)phenyl)-2-methyl-7-(trifluoromethyl)-2,5-dihydro-4H-pyrazolo[3,4-c][1,8]Naphthyridin-4-one